1-(4-iodo-2,3-dimethoxy-phenyl)ethanone IC1=C(C(=C(C=C1)C(C)=O)OC)OC